CC(C(=O)OC[C@]1(O[C@H](C[C@@H]1OC(C(C)C)=O)N1C(NC(C(=C1)F)=O)=O)CCl)C [(2R,3S,5R)-2-(chloromethyl)-5-(5-fluoro-2,4-dioxo-3H-pyrimidin-1-yl)-3-[(2-methylpropanoyl)oxy]oxolan-2-yl]methyl 2-methylpropanoate